2-benzyl-4-(4-(difluoromethoxy)phenyl)pyrido[3,2-c]pyridazin-3,6(2H,5H)-dione C(C1=CC=CC=C1)N1N=C2C(=C(C1=O)C1=CC=C(C=C1)OC(F)F)NC(C=C2)=O